ClC1=CC=C(C=C1)CCC1=NOC(=N1)CN1N=CC=CC1=O 2-({3-[2-(4-chlorophenyl)ethyl]-1,2,4-oxadiazol-5-yl}methyl)-2,3-dihydropyridazin-3-one